androstane-4-en-3-one C[C@@]12CCC[C@H]1[C@@H]1CCC3=CC(CC[C@]3(C)[C@H]1CC2)=O